Cl.FC1(COCCC1N)F 3,3-difluorotetrahydro-2H-pyran-4-amine, hydrochloride salt